BrCC1=C2C=CN(C2=CC(=C1OC=1C=CC(=C(C#N)C1)F)F)S(=O)(=O)C1=CC=C(C)C=C1 5-((4-(Bromomethyl)-6-fluoro-1-tosyl-1H-indol-5-yl)oxy)-2-fluorobenzonitrile